Tert-butyl (R)-3-((S)-1-(tert-butoxy)-3-(6-formyl-1-methyl-1H-benzo[d]imidazol-2-yl)-1-oxopropan-2-yl)pyrrolidine-1-carboxylate C(C)(C)(C)OC([C@@H](CC1=NC2=C(N1C)C=C(C=C2)C=O)[C@@H]2CN(CC2)C(=O)OC(C)(C)C)=O